COC(=O)C1CC2(C1)CC(C2)NC(=O)C2=C(SC(=C2CBr)C)C 6-(4-(bromomethyl)-2,5-dimethylthiophene-3-carboxamido)spiro[3.3]Heptane-2-carboxylic acid methyl ester